1-((4-(bromomethyl)phenyl)sulfonyl)-4-(4-(trifluoromethyl)pyridin-2-yl)piperazine BrCC1=CC=C(C=C1)S(=O)(=O)N1CCN(CC1)C1=NC=CC(=C1)C(F)(F)F